C(C1=CC=CC=C1)NC(N(C1CCC(CC1)NC1=NC=C(C=C1)C#N)C=1C=CC(=C(C1)NC(C=C)=O)N1[C@H]2CN([C@@H](C1)C2)C)=O N-(5-(3-benzyl-1-((1r,4R)-4-((5-cyanopyridin-2-yl)amino)cyclohexyl)ureido)-2-((1R,4R)-5-methyl-2,5-diazabicyclo[2.2.1]heptan-2-yl)phenyl)acrylamide